C(C)(=O)C=1C=C(C=C2C(N(C(=NC12)N1CCC2(COC2)CC1)C)=O)C 8-acetyl-3,6-dimethyl-2-(2-oxa-7-azaspiro[3.5]nonan-7-yl)quinazolin-4(3H)-one